C(CC)NC1=CC=C(C=C1)N N-propylbenzene-1,4-diamine